P(=O)(O)(O)O phosphoric acid-hydroxide